C(C1=CC=CC=C1)N1C(=NC=2N(C(N(C(C12)=O)CCCO)=O)C)OC1=CC(=CC=C1)CC 7-benzyl-8-(3-ethylphenoxy)-1-(3-hydroxypropyl)-3-methyl-1H-purine-2,6(3H,7H)-dione